C1(CC1)C1=CC(=NN1)NC1=NC(=NC=C1)N1C2CC(C1)(C2)O 2-[4-[(5-Cyclopropyl-1H-pyrazol-3-yl)amino]pyrimidin-2-yl]-2-azabicyclo[2.1.1]hexan-4-ol